(E)-N-(4-chlorophenyl)-N'-hydroxybenzimidamide ClC1=CC=C(C=C1)N\C(\C1=CC=CC=C1)=N\O